R-silicate [Si]([O-])([O-])([O-])[O-]